2-(3-(N,N-bis(4-methoxybenzyl)sulfamoyl)-1H-pyrazol-1-yl)-N,2-dimethylpropanamide COC1=CC=C(CN(S(=O)(=O)C2=NN(C=C2)C(C(=O)NC)(C)C)CC2=CC=C(C=C2)OC)C=C1